BrCCCCBr 1,4-di-bromobutane